3-({[4-(1,3-benzoxazol-2-yl)-5-hydroxy-1-methyl-6-oxo-1,6-dihydropyrimidin-2-yl](methyl)amino}(phenyl)methyl)benzoic acid O1C(=NC2=C1C=CC=C2)C=2N=C(N(C(C2O)=O)C)N(C)C(C=2C=C(C(=O)O)C=CC2)C2=CC=CC=C2